CN(CCC(CCCCCCC=CCCCCCCCCCC(=O)[O-])CCCCCCCCC)C 19-[2-(dimethylamino)ethyl]octacos-11-enoate